CC12CC3(CC(CC(C1)(C3)C)C2)C(=O)NC=2SC3=C(N2)C=CC(=C3)SC(F)(F)F 3,5-dimethyl-N-{6-[(trifluoromethyl)sulfanyl]-1,3-benzothiazol-2-yl}adamantan-1-carboxamide